N-{3-methyl-4-[(1-methyl-1,3-benzodiazol-5-yl)methyl]phenyl}-6-[(2S)-2-methylpiperazin-1-yl]pyrido[3,2-d]pyrimidin-4-amine hydrochloride Cl.CC=1C=C(C=CC1CC1=CC2=C(N(C=N2)C)C=C1)NC=1C2=C(N=CN1)C=CC(=N2)N2[C@H](CNCC2)C